2-benzyl-6-(4-(diethylamino)phenyl)imidazo[1,2-a]pyrazine-3(7H)-one C(C1=CC=CC=C1)C1=NC=2N(C=C(NC2)C2=CC=C(C=C2)N(CC)CC)C1=O